ClC=1C=CC(=C(C1)C1=C2C(=NC(=C1)C)C(=CS2)C(=O)NS(=O)(=O)C)OCCN2C(=NC=1CCC(CC1C2=O)N(C)C)C 7-[5-chloranyl-2-[2-[6-[di(methyl)amino]-2-methyl-4-oxidanylidene-5,6,7,8-tetrahydroquinazolin-3-yl]ethoxy]phenyl]-5-methyl-N-methylsulfonyl-thieno[3,2-b]pyridine-3-carboxamide